P(=O)(OCCC(C(C(C(C(C(F)(F)F)(F)F)(F)F)(F)F)(F)F)(F)F)([O-])[O-] (3,3,4,4,5,5,6,6,7,7,8,8,8-tridecafluorooctyl) phosphate